2,2-bis-[4-(4-aminophenoxy)phenyl]hexafluoropropane NC1=CC=C(OC2=CC=C(C=C2)C(C(F)(F)F)(C(F)(F)F)C2=CC=C(C=C2)OC2=CC=C(C=C2)N)C=C1